Cl.[NH4+].NC=1C=C(C=CC1)C1=CC(=CC=C1)N 3,3'-diaminobiphenyl ammonium hydrochloride